4-(((2Z)-3-cyclohexyl-5-((6-methoxynaphthalene-2-yl)methylene)-4-oxothiazolidin-2-ylidene)amino)benzenesulphonamide C1(CCCCC1)N1/C(/SC(C1=O)=CC1=CC2=CC=C(C=C2C=C1)OC)=N/C1=CC=C(C=C1)S(=O)(=O)N